(1,1,1,3,3,3-hexafluoro-2-hydroxypropan-2-yl)-2-methyl-[1,1'-biphenyl]-4-carbaldehyde FC(C(C(F)(F)F)(O)C=1C(=C(C=CC1C=O)C1=CC=CC=C1)C)(F)F